((1r,4r)-4-(formyl) cyclohexyl) piperazine-1-carboxylate N1(CCNCC1)C(=O)OC1CCC(CC1)C=O